3'-[(3-chloro-4-fluorophenyl)amino]-2'-(3-fluoropyridin-4-yl)-1-(prop-2-enoyl)-5',6'-dihydro-1'H-spiro[piperidine-4,7'-pyrrolo[3,2-c]pyridin]-4'-one ClC=1C=C(C=CC1F)NC1=C(NC2=C1C(NCC21CCN(CC1)C(C=C)=O)=O)C1=C(C=NC=C1)F